7-benzyloxy-1,2,3,4-tetrahydroisoquinoline hydrochloride salt Cl.C(C1=CC=CC=C1)OC1=CC=C2CCNCC2=C1